N[C@@H]1CC[C@H](OC1)C(=O)OC methyl (2S,5R)-5-aminotetrahydropyran-2-carboxylate